N-[3-[2-(difluoromethoxy)-5-isopropylsulfanyl-phenyl]-1-[2-[4-(4-methyl-3-oxo-piperazin-1-yl)-1-piperidyl]-2-oxo-ethyl]pyrazol-4-yl]pyrazolo[1,5-a]pyrimidine-3-carboxamide FC(OC1=C(C=C(C=C1)SC(C)C)C1=NN(C=C1NC(=O)C=1C=NN2C1N=CC=C2)CC(=O)N2CCC(CC2)N2CC(N(CC2)C)=O)F